FC=1C=2C3=C(C(NC3=CC1)=O)C=C(C2)C(C)N2C[C@H](OCC2)C 6-fluoro-4-[1-[(2R)-2-methylmorpholin-4-yl]ethyl]-benzo[cd]indol-2(1H)-one